1-(1-(3-(1H-tetrazol-5-yl)pyrazolo[1,5-a]pyrimidin-6-yl)naphthalen-2-yl)-N,N-dimethylmethanamine N1N=NN=C1C=1C=NN2C1N=CC(=C2)C2=C(C=CC1=CC=CC=C21)CN(C)C